2'-chloro-5'-methoxy-6-methyl-N-[6-(4-methylpiperidin-1-yl)-[1,3]thiazolo[4,5-b]pyrazine-2-yl]-[4,4'-bipyridine]-3-carboxamide ClC1=NC=C(C(=C1)C1=C(C=NC(=C1)C)C(=O)NC=1SC=2C(=NC=C(N2)N2CCC(CC2)C)N1)OC